3-(3,4-dichlorophenyl)-2,2-difluoro-3-hydroxypropanamide ClC=1C=C(C=CC1Cl)C(C(C(=O)N)(F)F)O